C[C@@H](CCC)N1N=CC(=C1)C=1C=2N(C=C(N1)C=1C=NN(C1)C[C@@H](CO)O)N=CC2 (S)-3-(4-(4-(1-((S)-pentan-2-yl)-1H-pyrazol-4-yl)pyrazolo[1,5-a]pyrazin-6-yl)-1H-pyrazol-1-yl)propane-1,2-diol